ethyl 3-((3-(difluoromethoxy)-4-fluorobenzyl) amino)-1H-pyrrole-2-carboxylate FC(OC=1C=C(CNC2=C(NC=C2)C(=O)OCC)C=CC1F)F